5α-Hydroxy-7β,19-epoxy-cholestan-3,6-dione O[C@]12C([C@H]3[C@H]4[C@@H]5CC[C@H]([C@@H](CCCC(C)C)C)[C@]5(CC[C@@H]4[C@]2(CCC(C1)=O)CO3)C)=O